COC1=C(C=C(C=C1)C(C)(C)C=1N=C(SC1)C(=O)OCC)[N+](=O)[O-] ethyl 4-[2-(4-methoxy-3-nitrophenyl)propan-2-yl]thiazole-2-carboxylate